FC(C(=O)[O-])(F)F.NC(=O)C1=CC=CC2=CN(N=C12)C1=CC=C(C=C1)N1CC[NH+](CC1)C 4-{4-[7-(aminocarbonyl)-2H-indazol-2-yl]phenyl}-1-methylpiperazin-1-ium trifluoroacetate